3-methylenecyclobutanecarbonitrile C=C1CC(C1)C#N